ClC=1C=CC(=C(C1)C1=CC(N(C=C1OC)C1C(N(CCCC1C)C(=O)OC(C)(C)C)=O)=O)C#N tert-Butyl 3-[4-(5-chloro-2-cyanophenyl)-5-methoxy-2-oxopyridin-1(2H)-yl]-4-methyl-2-oxoazepane-1-carboxylate